N(=[N+]=[N-])CCOCCOCCOC[C@H](C(=O)N1[C@@H](C2=CC=C(C=C2CC1)OC)C)SC1=NC(NC=C1C)=O 4-[(1R)-1-[2-[2-(2-azidoethoxy)ethoxy]ethoxymethyl]-2-[(1R)-6-methoxy-1-methyl-3,4-dihydro-1H-isoquinolin-2-yl]-2-oxo-ethyl]sulfanyl-5-methyl-1H-pyrimidin-2-one